N-(((1r,4r)-4-aminocyclohexyl)methyl)-4-(2,6-dimethylmorpholino)-2-fluoro-3-methylaniline NC1CCC(CC1)CNC1=C(C(=C(C=C1)N1CC(OC(C1)C)C)C)F